C(C)(=O)N1CC2=C(CC1)SC(=C2)C=2C=C(C(=C(C=O)C2)O)OC 5-(5-acetyl-4,5,6,7-tetrahydrothieno[3,2-c]pyridin-2-yl)-2-hydroxy-3-methoxybenzaldehyde